IC1=C(C(=NC(=C1)C)C)O 4-iodo-2,6-dimethylpyridin-3-ol